(S)-N-(8-(2-chloro-5-fluorophenyl)-6-oxo-3-(1H-1,2,3-triazol-5-yl)-5,6,7,8-tetrahydroimidazo[1,5-a]pyrazin-1-yl)-3-fluoro-5-(trifluoromethyl)benzamide ClC1=C(C=C(C=C1)F)[C@H]1C=2N(CC(N1)=O)C(=NC2NC(C2=CC(=CC(=C2)C(F)(F)F)F)=O)C2=CN=NN2